COC[C@H]1N(CCN(C1)C1=NC(=C(C=C1)[N+](=O)[O-])NC1=CC=NC=C1)C(=O)OC(C)(C)C tert-butyl (2S)-2-(methoxymethyl)-4-{5-nitro-6-[(pyridin-4-yl)amino]pyridin-2-yl}piperazine-1-carboxylate